2,4-dimethylthioxanthen-9-one CC1=CC=2C(C3=CC=CC=C3SC2C(=C1)C)=O